Cl[Si](CC[Si](OC)(OC)OC)(C)C chlorodimethyl-((trimethoxysilyl)ethyl)silane